C1(=CC=C(C=C1)C1=CN=C(N1)[C@@H]1NCCCC1)C (R)-2-(5-(p-tolyl)-1H-imidazol-2-yl)piperidine